tert-butyl ((1R,3S)-3-((6-chloro-2-(trifluoromethyl)quinolin-4-yl) amino)cyclohexyl)carbamate ClC=1C=C2C(=CC(=NC2=CC1)C(F)(F)F)N[C@@H]1C[C@@H](CCC1)NC(OC(C)(C)C)=O